FC1=CC=C(CN(C(=O)NCC2=CC=C(C=C2)OCC(C)C)CC2=CC=C(C=C2)F)C=C1 1,1-bis(4-fluorobenzyl)-3-(4-isobutoxybenzyl)urea